4-[1-(2-fluoroethyl)-3-(5-fluoro-2-pyridinyl)pyrazol-4-yl]-1H-pyrrolo[2,3-b]pyridine FCCN1N=C(C(=C1)C1=C2C(=NC=C1)NC=C2)C2=NC=C(C=C2)F